FC1=C(C(=C(C(=N1)NC(C)=O)[2H])[2H])I N-(6-fluoro-5-iodopyridin-2-yl-3,4-d2)acetamide